O=C1C2=C(N=C(N1)[C@@H]1[C@H](CC1)C1=NC=CC=C1)N(N=C2C#N)[C@@H](C)C=2C=NC(=CC2)C(F)(F)F 4-oxo-6-((1S,2S)-2-(pyridin-2-yl)cyclobutyl)-1-((S)-1-(6-(trifluoromethyl)pyridin-3-yl)ethyl)-4,5-dihydro-1H-pyrazolo[3,4-d]pyrimidine-3-carbonitrile